C1(CCCCC1)C[C@@H](C(=O)N[C@H](CO)C[C@H]1C(NCC1)=O)NC([O-])=O ((S)-3-cyclohexyl-1-(((S)-1-hydroxy-3-((S)-2-oxopyrrolidin-3-yl)propan-2-yl)amino)-1-oxopropan-2-yl)carbamate